4-(4-hydroxybutyl)benzaldehyde OCCCCC1=CC=C(C=O)C=C1